(1R,2S,5S)-N-(cyano(4-oxo-4H-pyrido[1,2-a]pyrimidin-2-yl)methyl)-3-((S)-3,3-dimethyl-2-(2,2,2-trifluoroacetamido)butanoyl)-6,6-dimethyl-3-azabicyclo[3.1.0]hexane-2-carboxamide C(#N)C(NC(=O)[C@@H]1[C@H]2C([C@H]2CN1C([C@H](C(C)(C)C)NC(C(F)(F)F)=O)=O)(C)C)C=1N=C2N(C(C1)=O)C=CC=C2